FC1(CN(CC1)CCCN1C=CC2=CC(=CC=C12)[N+](=O)[O-])F 1-(3-(3,3-difluoropyrrolidin-1-yl)propyl)-5-nitro-1H-indole